C(#N)N1C[C@]2(CCC2C1)NC(=O)C1=NNC(=C1)C1=C(C=CC=C1)SC1=CC=C(C=C1)F N-((1R)-3-Cyano-3-azabicyclo[3.2.0]heptan-1-yl)-5-(2-((4-fluorophenyl)thio)phenyl)-1H-pyrazol-3-carboxamid